[(2S,3R,4R)-2-[(4S)-2,2-dimethyl-1,3-dioxolan-4-yl]-4-{[(2-methyl-2-propanyl)(diphenyl)silyl]oxy}tetrahydro-3-furanyl]acetaldehyde CC1(OC[C@H](O1)[C@H]1OC[C@@H]([C@@H]1CC=O)O[Si](C1=CC=CC=C1)(C1=CC=CC=C1)C(C)(C)C)C